Methyl 1-(4-((S)-4-acryloyl-3-(cyanomethyl)piperazin-1-yl)-2-(((S)-1-ethylpyrrolidin-2-yl)methoxy)-5,6,7,8-tetrahydroquinazolin-7-yl)-1,2,3,4-tetrahydroquinoline-6-carboxylate C(C=C)(=O)N1[C@H](CN(CC1)C1=NC(=NC=2CC(CCC12)N1CCCC2=CC(=CC=C12)C(=O)OC)OC[C@H]1N(CCC1)CC)CC#N